N1(CCNCC1)[C@H]1C=2C(NCC1)=C(N(N2)C2=CC=C(C=C2)OC2=CC(=CC=C2)OC(F)(F)F)C(=O)N (7R)-7-(piperazin-1-yl)-2-{4-[3-(trifluoromethoxy)phenoxy]phenyl}-4,5,6,7-tetrahydro-2H-pyrazolo[4,3-b]pyridine-3-carboxamide